NC1=CC2=C(SC(=C2)/C=C/C(=O)OCC)C=C1 (E)-ethyl 3-(5-aminobenzo[b]thiophen-2-yl)acrylate